OC=1C=C(C=CC1)N1N=NC=C1 1-(3-hydroxyphenyl)-1H-1,2,3-triazol